4-(5-chloro-2-(3-methyl-1H-1,2,4-triazol-1-yl)pyrimidin-4-yl)piperazine-1-carboxylic acid tert-butyl ester C(C)(C)(C)OC(=O)N1CCN(CC1)C1=NC(=NC=C1Cl)N1N=C(N=C1)C